(-)-6-(difluoromethyl)-8-[(1R,3R)-3-hydroxycyclopentyl]-2-{[1-(methylsulfonyl)-piperidin-4-yl]amino}pyrido[2,3-d]pyrimidin-7(8H)-one FC(C1=CC2=C(N=C(N=C2)NC2CCN(CC2)S(=O)(=O)C)N(C1=O)[C@H]1C[C@@H](CC1)O)F